6-methoxy-1,2,3,4,4a,9b-hexahydro-1,4-methanodibenzo[b,d]furan-8-carbaldehyde COC1=CC(=CC=2C3C(OC21)C2CCC3C2)C=O